FC=1C(=CC2=C(C(NC=3CNCC(C23)N(C(=O)C=2NC3=CC=C(C=C3C2)F)C)=O)C1)F N-(8,9-difluoro-6-oxo-1,2,3,4,5,6-hexahydrobenzo[c][1,7]naphthyridin-1-yl)-5-fluoro-N-methyl-1H-indole-2-carboxamide